4-Bromo-3-(difluoromethyl)-1-(1,4-dioxaspiro[4.5]decane-8-yl)-1H-pyrazole BrC=1C(=NN(C1)C1CCC2(OCCO2)CC1)C(F)F